diaminobenzimidazole phosphate P(=O)(O)(O)O.NC1=CC=CC=2N=C(NC21)N